C(C)(C)C(C(=O)OCC)C(C(=O)OCC)C(C)C di-ethyl 2,3-diisopropylsuccinate